FC1=CC2=C(N(C(=N2)C2=CC=C(C=C2)S(=O)(=O)C)C)C=C1C1CCN(CC1)C1CC2CCC(C1)N2C2COC2 5-fluoro-1-methyl-2-(4-(methylsulfonyl)phenyl)-6-(1-(8-(oxetan-3-yl)-8-azabicyclo[3.2.1]oct-3-yl)piperidin-4-yl)-1H-benzo[d]imidazole